tert-butyl 5-amino-4-(5-((E)-(2-(((R)-3,3-difluorocyclopentyl)amino)cyclohexylidene)methyl)-1-oxoisoindolin-2-yl)-5-oxopentanoate NC(C(CCC(=O)OC(C)(C)C)N1C(C2=CC=C(C=C2C1)/C=C\1/C(CCCC1)N[C@H]1CC(CC1)(F)F)=O)=O